C(#N)[C@H]1N([C@H]2C[C@H]2C1)C([C@H](C12CC3(C[C@@H](CC(C1)C3)C2)OCCOCCO)NC(OC(C)(C)C)=O)=O tert-butyl ((1S)-2-((1S,3S,5S)-3-cyano-2-azabicyclo[3.1.0]hexan-2-yl)-1-((1S,3R,5S)-3-(2-(2-hydroxy ethoxy)ethoxy)adamantan-1-yl)-2-oxoethyl)carbamate